O[C@H](C(=O)O)CC1=CC(=CC=C1)C (S)-2-hydroxy-3-(3-methylphenyl)propionic acid